3-Methyl-1-(4-nitro-2-(trifluoromethyl)benzyl)piperidine CC1CN(CCC1)CC1=C(C=C(C=C1)[N+](=O)[O-])C(F)(F)F